((1S,6R,7R)-3-(3-(1,4-dimethyl-4,7-dihydro-1H-benzo[d]imidazol-5-yl)-1H-pyrazolo[3,4-b]pyrazin-6-yl)-7-(2-fluorophenyl)-3-azabicyclo[4.1.0]heptan-7-yl)methanamine CN1C=NC2=C1CC=C(C2C)C2=NNC1=NC(=CN=C12)N1C[C@@H]2[C@]([C@@H]2CC1)(C1=C(C=CC=C1)F)CN